The molecule is an olefinic compound that octan-2-ol carrying a double bond at position 7. It has a role as a metabolite. It is a secondary alcohol and an olefinic compound. CC(CCCCC=C)O